C(C=C)N(C(C(N(CC=C)CC=C)=NC1=CC=C(C=C1)C)=NC1=CC=C(C=C1)C)CC=C N~1~,N~1~,N~2~,N~2~-Tetraallyl-N'~1~,N'~2~-bis(4-methylphenyl)ethanediimidamide